N1C=CC2=CC(=CC=C12)CNC(OC(C)(C)C)=O tert-butyl ((1H-indol-5-yl)methyl)carbamate